di-sec-butoxyzirconium bis(ethylacetoacetate) C(C)CC(CC(=O)[O-])=O.C(C)CC(CC(=O)[O-])=O.C(C)(CC)O[Zr+2]OC(C)CC